2-(1-(6-(1,3,4-thiadiazol-2-yl)pyrazin-2-yl)-3-fluoropiperidin-3-yl)-5-(2-(trifluoromethoxy)phenyl)-1,3,4-thiadiazol S1C(=NN=C1)C1=CN=CC(=N1)N1CC(CCC1)(F)C=1SC(=NN1)C1=C(C=CC=C1)OC(F)(F)F